(3-amino-6-(2-hydroxyethyl)-4,5,6,7-tetrahydro-1H-pyrazolo[3,4-c]pyridin-1-yl)(8-methyl-1,2,3,4-tetrahydroquinolin-4-yl)methanone NC1=NN(C=2CN(CCC21)CCO)C(=O)C2CCNC1=C(C=CC=C21)C